C(C)(C)(C)OC(COC1=NC=2N(C=C1)N=CC2)=O 2-(pyrazolo[1,5-a]pyrimidin-5-yloxy)acetic acid tert-butyl ester